C1(=CC=CC=2C3=CC=CC=C3CC12)O.C[NH2+]C dimethyl-ammonium fluorenol salt